Tert-Butyl 7-bromo-6-fluoro-3,4-dihydro-1H-isoquinoline-2-carboxylate BrC1=C(C=C2CCN(CC2=C1)C(=O)OC(C)(C)C)F